FC(C=1C(=NC=CC1)OC1=CC2=C(N=C(S2)NC(=O)C2C(C3C=CC2C3)C(=O)O)C=C1)(F)F 3-[[6-[[3-(trifluoromethyl)-2-pyridyl]oxy]-1,3-benzothiazol-2-yl]carbamoyl]bicyclo[2.2.1]hept-5-ene-2-carboxylic acid